C1(CCCCC1)P(C1=C(C=CC=C1)C1=C(C=C(C=C1C(C)C)C(C)C)C(C)C)C1CCCCC1 dicyclohexyl[2-(2,4,6-triisopropylphenyl)phenyl]phosphane